Triethyl-(undecyl)silane C(C)[Si](CCCCCCCCCCC)(CC)CC